FC1CCC(CC1)CN1N=CC(=C1)C=1C(=NC(=CC1)C)C1=CC=C2C=C(N=NC2=C1)OC 7-(3-{1-[(4-Fluorocyclohexyl)methyl]-1H-pyrazol-4-yl}-6-methylpyridin-2-yl)-3-methoxycinnolin